(E)-N-(1-(2-(dimethylamino)ethyl)-5-((4-(1-(ethanesulfonyl)-1H-indol-3-yl)pyrimidin-2-yl)amino)-1H-indazol-7-yl)-2-butenamide CN(CCN1N=CC2=CC(=CC(=C12)NC(\C=C\C)=O)NC1=NC=CC(=N1)C1=CN(C2=CC=CC=C12)S(=O)(=O)CC)C